7-bromospiro[chromane-2,3'-oxetan]-4-one BrC1=CC=C2C(CC3(COC3)OC2=C1)=O